N1CC(C1)[C@H](C)NC(=O)C=1C=NC2=C(C=CC=C2C1)C1=CC=C(C=C1)C(F)(F)F N-[(1S)-1-(Azetidin-3-yl)ethyl]-8-[4-(trifluoromethyl)phenyl]quinoline-3-carboxamide